C(C)OC1=C(C=CC=C1)C(CC(CCCC)=O)=O 1-(2-ethoxyphenyl)heptane-1,3-dione